C(C(=C)C)(=O)OCC(OC(NCCCCCCNC(OC(COC(C=C)=O)COC1CCCCC1)=O)=O)COC1CCCCC1 2,15-bis(cyclohexyloxymethyl)-4,13,18-trioxo-3,14,17-trioxa-5,12-diazaeicosa-19-enyl methacrylate